ClC1=CC=C(C=C1)C(C1=CC=C(C=C1)Cl)NC(C(CNC(OCC1=CC=CC=C1)=O)NCCO)=O benzyl (3-((bis(4-chlorophenyl)methyl)amino)-2-((2-hydroxy-ethyl)amino)-3-oxopropyl)carbamate